propionyl-N'-methyl-L-lysine C(CC)(=O)N[C@@H](CCCCNC)C(=O)O